tert-butyl (2-(2-(3-((5-((5-methylpyridin-2-yl)carbamoyl)-1-(tetrahydro-2H-pyran-2-yl)-1H-indazol-4-yl)amino)-3-oxopropoxy)ethoxy)ethyl)carbamate CC=1C=CC(=NC1)NC(=O)C=1C(=C2C=NN(C2=CC1)C1OCCCC1)NC(CCOCCOCCNC(OC(C)(C)C)=O)=O